4-(trifluoromethoxy)benzyl (1-(4-(2,6-dioxopiperidin-3-yl)-3,5-difluorophenyl)azetidin-3-yl)carbamate O=C1NC(CCC1C1=C(C=C(C=C1F)N1CC(C1)NC(OCC1=CC=C(C=C1)OC(F)(F)F)=O)F)=O